COC=1C=C(C=NC1)C=1C=NC=2CCN(CC2C1)C=1C(=C(C=2N(N1)C(C=C(N2)C)=O)C)C 7-(3-(5-methoxypyridin-3-yl)-7,8-dihydro-1,6-naphthyridin-6(5H)-yl)-2,8,9-trimethyl-4H-pyrimido[1,2-b]pyridazin-4-one